BrC=1SC=C(N1)CO[Si](C)(C)C(C)(C)C 2-bromo-4-[[(tert-butyldimethylsilyl)oxy]methyl]1,3-thiazole